tert-butyl (4S)-5-amino-4-(5-bromo-4-fluoro-3-methyl-1-oxoisoindolin-2-yl)-5-oxopentanoate NC([C@H](CCC(=O)OC(C)(C)C)N1C(C2=CC=C(C(=C2C1C)F)Br)=O)=O